C(C)(=O)OC\C=C\C=C\C (E,E)-2,4-Hexadienyl acetate